NC=1C2=C(N=CN1)C(CN2C=2C=CC1=C(N=C(O1)N)C2)(C)CC(C)C 5-(4-amino-7-isobutyl-7-methyl-6,7-dihydro-5H-pyrrolo[3,2-d]pyrimidin-5-yl)benzo[d]oxazol-2-amine